3-[6-(11,11,12,12-tetramethyl-4,7,10-trioxa-1-aza-11-silatridecan-1-yl)-9H-pyrido[2,3-b]indol-9-yl]piperidine-2,6-dione C[Si](OCCOCCOCCNC=1C=C2C3=C(N(C2=CC1)C1C(NC(CC1)=O)=O)N=CC=C3)(C(C)(C)C)C